5-[(trityl)thio]-2,2-difluoro-1,3-benzodioxole C(C1=CC=CC=C1)(C1=CC=CC=C1)(C1=CC=CC=C1)SC1=CC2=C(OC(O2)(F)F)C=C1